7-bromo-1-((2-(trimethylsilyl)ethoxy)methyl)-1H-indazole BrC=1C=CC=C2C=NN(C12)COCC[Si](C)(C)C